2-aminoethyl ((3S,5R,8R,9S,10S,12R,13S,14S,17R)-12,14-dihydroxy-10,13-dimethyl-17-(5-oxo-2,5-dihydrofuran-3-yl)hexadecahydro-1H-cyclopenta[a]phenanthren-3-yl)(methyl)carbamate O[C@H]1[C@@]2([C@H](CC[C@@]2([C@@H]2CC[C@@H]3C[C@H](CC[C@@]3([C@H]2C1)C)N(C(OCCN)=O)C)O)C=1COC(C1)=O)C